(S)-6-(2,4,5-trifluorophenyl)-3-(1-(6-ethoxy-5-methoxypyridin-2-yl)-2-(methylsulfonyl)ethyl)-1-methyl-1H-imidazo[4,5-b]pyridin-2(3H)-one FC1=C(C=C(C(=C1)F)F)C=1C=C2C(=NC1)N(C(N2C)=O)[C@H](CS(=O)(=O)C)C2=NC(=C(C=C2)OC)OCC